N1(C=CC=C1)CC=1C=C(C(=O)OC)C=CC1Br Methyl 3-((1H-pyrrol-1-yl)methyl)-4-bromobenzoate